[H-].[Cd+2].[Ni+2].[H-].[H-].[H-] nickel-cadmium hydride